5-chloro-7-fluoro-4-iodo-1-(tetrahydro-2H-pyran-2-yl)-1H-indazole ClC=1C(=C2C=NN(C2=C(C1)F)C1OCCCC1)I